1-(2,6,6-trimethyl-1-cyclohexen-1-yl)ethan-1-one CC1=C(C(CCC1)(C)C)C(C)=O